CC1=C(C=C(OCC2N(CC2)C(=O)OC(C)(C)C)C=C1)C(NC1(CC1)C1=CC=CC2=CC=CC=C12)=O tert-butyl 2-((4-methyl-3-((1-(naphthalen-1-yl)cyclopropyl)carbamoyl) phenoxy) methyl)azetidine-1-carboxylate